CCCC(CCCCC)[SH2+] 1-methyl-3-octyl-sulfonium